2,4-dimethyl-6-pentylphenol CC1=C(C(=CC(=C1)C)CCCCC)O